2-(3-carboxy-2,5-dihydroxybenzoylamino)-5-fluoronicotinic acid C(=O)(O)C=1C(=C(C(=O)NC2=C(C(=O)O)C=C(C=N2)F)C=C(C1)O)O